FC1=C(C#N)C=C(C(=C1)C=1N=C(NC1)C1N(CCCC1)C(C(C)SC)=O)F 2,5-difluoro-4-(2-(1-(2-(methylsulfanyl)propionyl)piperidin-2-yl)-1H-imidazol-4-yl)benzonitrile